FC1=C(C(=CC=C1)F)C(CC(=NO)Cl)(C)C 2-(2,6-difluorophenyl)-N-hydroxy-2-methylpropanecarbonimidoyl chloride